(2R,3S)-4-[(2Z)-2-[(5-bromoquinoxalin-6-yl)imino]imidazolidin-1-yl]-3-ethyl-2-[(3-methylimidazol-4-yl)methyl]-4-oxobutyl (9Z)-octadec-9-enoate C(CCCCCCC\C=C/CCCCCCCC)(=O)OC[C@@H]([C@@H](C(=O)N1\C(\NCC1)=N/C=1C(=C2N=CC=NC2=CC1)Br)CC)CC=1N(C=NC1)C